FC(C(=O)O)(F)F.FC=1C(=CC2=CN(N=C2C1)C)NC(=O)N1CCC=2C1=NC(=CC2N2CCNCC2)C N-(6-fluoro-2-methyl-2H-indazol-5-yl)-6-methyl-4-(piperazin-1-yl)-2,3-dihydro-1H-pyrrolo[2,3-b]pyridine-1-carboxamide 2,2,2-trifluoroacetate